C1(=CC(=CC=C1)C[C@H]1[C@H](CCC2=C(C=CC(N12)=O)F)NS(=O)(=O)C)C1=CC=CC=C1 |r| rac-N-{(3S,4S)-4-[([1,1'-biphenyl]-3-yl)methyl]-9-fluoro-6-oxo-1,3,4,6-tetrahydro-2H-quinolizin-3-yl}methanesulfonamide